C(C1CO1)C(C(CC1CO1)O)O Diglycidyl-ethylenglycol